tert-butyl (S)-4-(3-(5-(difluoromethyl)-1,3,4-thiadiazol-2-yl)-6-(N-(1-(fluoromethyl)cyclopropyl)sulfamoyl)imidazo[1,5-a]pyridin-8-yl)-2-methylpiperazine-1-carboxylate FC(C1=NN=C(S1)C1=NC=C2N1C=C(C=C2N2C[C@@H](N(CC2)C(=O)OC(C)(C)C)C)S(NC2(CC2)CF)(=O)=O)F